C(C1=CC=CC=C1)N(CC(C(OCCN(C(OC(C)(C)C)=O)CCOCCN1C(C2=CC=CC=C2C1=O)=O)(C)C)F)CC1=CC=CC=C1 tert-butyl N-[2-[3-(dibenzylamino)-2-fluoro-1,1-dimethyl-propoxy]ethyl]-N-[2-[2-(1,3-dioxoisoindolin-2-yl)ethoxy]ethyl]carbamate